NC1CCN(CC1)C=1C(=CN=C2C=CC(=NC12)C=1C(=C(C#N)C=CC1)O)C1=CC(=CC(=C1)C)F 3-[8-(4-aminopiperidin-1-yl)-7-(3-fluoro-5-methylphenyl)-1,5-naphthyridin-2-yl]-2-hydroxybenzonitrile